3-chloro-α-methyl-DL-tyrosine ClC=1C=C(C[C@](N)(C(=O)O)C)C=CC1O |r|